imidazo[1,2-f]phenanthridin-11-ol N=1C=CN2C=3C=CC=CC3C=3C=CC(=CC3C21)O